(4-hydroxy)phenyldiphenylsulfonium iodide [I-].OC1=CC=C(C=C1)[S+](C1=CC=CC=C1)C1=CC=CC=C1